C1(=CC=CC=C1)C1OC=C(C(=C1)C1=CC=CC=C1)C1=CC=CC=C1 2,4,5-triphenylpyran